[1,2,5]Thiadiazole-4-carboxaldehyde S1N=CC(=N1)C=O